C(C)(=O)OOC1=NN(C(=C1CC)C1=CC=C(C=C1)Cl)C1=CC=C(C=C1)C(C)(C)C Ethyl-{[1-(4-tert-butylphenyl)-5-(4-chlorophenyl)-1H-pyrazol-3-yl] oxy} acetat